6-methyl-5-(quinolin-3-yl)-6,7,8,9-tetrahydro-[1,2,4]triazino[1,6-a]indole-4,8-diamine CC1C=2C(=C3N(C2CC(C1)N)N=CN=C3N)C=3C=NC1=CC=CC=C1C3